ClC=1C(=C(OC=2C=NC=CC2C2=CC=C(C=C2)N2C[C@@H](N(CC2)C(=O)OC(C)(C)C)C)C=CC1)C(=O)OC (S)-tert-butyl 4-(4-(3-(3-chloro-2-(methoxycarbonyl)phenoxy)pyridin-4-yl)phenyl)-2-methylpiperazine-1-carboxylate